2-(4-(5-Carbamoyl-6-oxo-2-(trifluoromethyl)-1,6-dihydropyridin-3-yl)phenoxy)acetic acid C(N)(=O)C1=CC(=C(NC1=O)C(F)(F)F)C1=CC=C(OCC(=O)O)C=C1